1,3-dioctadecylimidazolium acetate C(C)(=O)[O-].C(CCCCCCCCCCCCCCCCC)N1C=[N+](C=C1)CCCCCCCCCCCCCCCCCC